2-(3-methylphenyl)-3-(pyridin-4-yl)-4,5,6,7-tetrahydropyrazolo[1,5-a]pyrazine hydrochloride Cl.CC=1C=C(C=CC1)C1=NN2C(CNCC2)=C1C1=CC=NC=C1